trifluoromethyl-tellurium FC(F)(F)[Te]